N-(4-{3a-hydroxy-4-oxo-1H,2H,3H,3aH,4H-pyrrolo[2,3-b]1,7-naphthyridin-1-yl}phenyl)methane-sulfonamide OC12C(=NC3=CN=CC=C3C1=O)N(CC2)C2=CC=C(C=C2)NS(=O)(=O)C